C(CCCCCC)OC1=CC=C(C=C1)S(=O)(=O)C=1C=NC2=CC=C(C=C2C1N1CCC(CC1)N1CCC(CC1)(O)C1=CC=CC=C1)S(=O)C 1'-(3-((4-(heptyloxy)phenyl)sulfonyl)-6-(methylsulfinyl)quinolin-4-yl)-4-phenyl-[1,4'-bipiperidin]-4-ol